C12(CC3CC(CC(C1)C3)C2)CCN2CCN(CC2)CCCSC=2C=C3C(N(C(=NC3=CC2)C)C2C(NC(CC2)=O)=O)=O 3-(6-((3-(4-(2-((3r,5r,7r)-adamantan-1-yl)ethyl)piperazin-1-yl)propyl)thio)-2-methyl-4-oxoquinazolin-3(4H)-yl)piperidine-2,6-dione